NC([C@H](CCC(C=[N+]=[N-])=O)NC([C@H](CCC(C=[N+]=[N-])=O)NC(OCC1C2=CC=CC=C2C=2C=CC=CC12)=O)=O)=O (9H-Fluoren-9-yl)methyl ((S)-1-(((S)-1-amino-6-diazo-1,5-dioxohexan-2-yl)amino)-6-diazo-1,5-dioxohexan-2-yl)carbamate